C(C)(C)(C)OC(=O)NCCCCOCCOC1=NC=2C=C(C=CC2C=2C1=NN(C2)C2OCCCC2)C(=O)O 4-(2-(4-((tert-Butoxycarbonyl)amino)butoxy)ethoxy)-2-(tetrahydro-2H-pyran-2-yl)-2H-pyrazolo[3,4-c]quinoline-7-carboxylic acid